(benzyloxy)naphthalen C(C1=CC=CC=C1)OC1=CC=CC2=CC=CC=C12